ClC=1C=C(C(=O)N(C)C2CC3(CCC(C2)N3C(=O)[O-])COC)C=CC1C1C(C1)C=1C3=C(N=C(N1)C)SC=C3 3-(3-chloro-N-methyl-4-(2-(2-methylthieno[2,3-d]pyrimidin-4-yl)cyclopropyl)benzamido)-1-(methoxymethyl)-8-azabicyclo[3.2.1]octane-8-carboxylate